C(C)(=O)C1C(N(C(=CC1=O)C)C)=O 3-acetyl-1,6-dimethyl-2,4-pyridinedione